CC1=NC=C(C=C1C1=CN2C(S1)=C(C=N2)C(=O)N)NC(CN(C2CCOCC2)C)=O (2-methyl-5-(2-(methyl(tetrahydro-2H-pyran-4-yl)amino)acetamido)pyridin-3-yl)pyrazolo[5,1-b]thiazole-7-carboxamide